Cl.F[C@H]1C[C@H](NC1)C=O ((2S,4S)-4-fluoropyrrolidin-2-yl)methanone hydrochloride